(S)-3-chloro-6-((3-methylpiperidin-1-yl)methyl)imidazo[1,2-a]pyridine-8-carboxylic acid ClC1=CN=C2N1C=C(C=C2C(=O)O)CN2C[C@H](CCC2)C